(3-chloro-5-(5-(2-methyl-[1,1'-biphenyl]-3-yl)-1,3,4-oxadiazol-2-yl) benzyl) glycinate NCC(=O)OCC1=CC(=CC(=C1)C=1OC(=NN1)C=1C(=C(C=CC1)C1=CC=CC=C1)C)Cl